C1(CC1)N1C[C@H]2[C@@H](CC1)NC(N2C=2SC1=C(N2)C2=C(C=C1)OCO2)=O (3aS,7aR)-5-cyclopropyl-3-(2H-[1,3]dioxolo[4,5-e][1,3]benzothiazol-7-yl)octahydro-2H-imidazo[4,5-c]pyridin-2-one